C(N)(=O)[C@@H]1C[C@@H](CN1)N1CC(C1)OC1=C(C=2O[B-]([C@@H]3C[C@@H]3C2C=C1)(O)O)C(=O)[O-] (2S,4R)-9-{1-[(3S,5S)-5-carbamoylpyrrolidin-3-yl]azetidin-3-yl}oxy-5,5-dihydroxy-6-oxa-5-boranuidatricyclo[5.4.0.02,4]undeca-1(7),8,10-triene-8-carboxylate